BrC1=CC(=C(C=C1)N1C(N=CC=C1)=O)F 1-(4-bromo-2-fluorophenyl)-1,3-diazinon